4-[8-(2-chloro-phenyl)-4-cyano-3-hydroxy-quinolin-2-yl]-4-oxo-butyric acid ethyl ester C(C)OC(CCC(=O)C1=NC2=C(C=CC=C2C(=C1O)C#N)C1=C(C=CC=C1)Cl)=O